O[C@H]1[C@H](O)[C@@H](O)[C@H](O)[C@H](O1)C(=O)[O-] beta-glucuronate